1-(7-(1H-pyrazol-4-yl)-5H-isochromeno[3,4-d]thiazol-2-yl)-N-(tert-butyl)piperidin-4-amine N1N=CC(=C1)C=1C=CC2=C(C1)COC=1N=C(SC12)N1CCC(CC1)NC(C)(C)C